C(C)(C)[C@]1(C(NC(N1)=O)=O)C1=CC=C(C=C1)C(=O)N1CCC(CC1)C=1SC=C(N1)C1=CC=CC=C1 (R)-5-isopropyl-5-{4-[4-(4-phenylthiazol-2-yl)piperidine-1-carbonyl]phenyl}imidazolidine-2,4-dione